Cl.FC1(CNC2(CC2)CC1)F 6,6-difluoro-4-azaspiro[2.5]octane hydrochloride